Racemic-ethyl 5-{4-[2-(2-ethoxyethoxy) ethoxy] phenyl}-2-hydroxyvalerate C(C)OCCOCCOC1=CC=C(C=C1)CCC[C@H](C(=O)OCC)O |r|